2-(difluoromethyl)-5-[5-fluoro-6-(2-naphthyloxymethyl)-3-pyridyl]-1,3,4-oxadiazole FC(C=1OC(=NN1)C=1C=NC(=C(C1)F)COC1=CC2=CC=CC=C2C=C1)F